(R)-N-(5-(3-(difluoromethyl)-1,2,4-oxadiazol-5-yl)-2,3-dihydro-1H-inden-1-yl)-1-methyl-1H-pyrazole-4-carboxamide FC(C1=NOC(=N1)C=1C=C2CC[C@H](C2=CC1)NC(=O)C=1C=NN(C1)C)F